NC=1N=C(SC1C(=O)C1=CC=C(C(=O)NC[C@@H](C)O)C=C1)N(C1=CC=C(C=C1)F)C(C(=O)N)C 4-[4-amino-2-(N-(2-amino-1-methyl-2-oxo-ethyl)-4-fluoro-anilino)thiazole-5-carbonyl]-N-[(2R)-2-hydroxypropyl]benzamide